COC1=C(C(=CC(=C1)C1=CN(C(C2=CC(=NC=C12)NC)=O)C)OC)CN1CC(C1)C(=O)NCCCCCOC1=C2C(N(C(C2=CC=C1)=O)C1C(NC(CC1)=O)=O)=O 1-([2,6-dimethoxy-4-[2-methyl-7-(methylamino)-1-oxo-2,6-naphthyridin-4-yl]phenyl]methyl)-N-(5-[[2-(2,6-dioxopiperidin-3-yl)-1,3-dioxoisoindol-4-yl]oxy]pentyl)azetidine-3-carboxamide